CC1=C(C=2N(C=C1C=1NC3=CC=C(C=C3C1C(C)C)C1CN(C1)CCNS(=O)(=O)C)N=CN2)C N-(2-(3-(2-(7,8-Dimethyl-[1,2,4]triazolo[1,5-a]pyridin-6-yl)-3-isopropyl-1H-indol-5-yl)azetidin-1-yl)ethyl)methansulfonamid